7-fluoro-6-(1-(8-isobutyl-8-azabicyclo[3.2.1]oct-3-yl)piperidin-4-yl)-1-methyl-2-(4-(methylsulfonyl)phenyl)-1H-benzo[d]imidazole FC1=C(C=CC2=C1N(C(=N2)C2=CC=C(C=C2)S(=O)(=O)C)C)C2CCN(CC2)C2CC1CCC(C2)N1CC(C)C